O=C1NC(CCC1N1CC2=CC=C(C=C2C1=O)NC(CCCCCCC(=O)NC1=CC=C(C=C1)CCOC1=NC(=CC(=N1)N/N=C/C1=CC(=CC=C1)C)N1CCOCC1)=O)=O (E)-N1-(2-(2,6-dioxopiperidin-3-yl)-3-oxoisoindol-5-yl)-N8-(4-(2-((4-(2-(3-methylbenzylidene)hydrazino)-6-morpholinopyrimidin-2-yl)oxy)ethyl)phenyl)octanediamide